CN1C(C=C(C=C1)[C@H](CN[C@@H]([C@H]1CNC=2C=CC=C(C2N1)C#N)C1=CC=CC=C1)C)=O |o1:11| (R or S)-3-((R)-(((R)-2-(1-methyl-2-oxo-1,2-dihydropyridin-4-yl)propyl)amino)(phenyl)methyl)-1,2,3,4-tetrahydroquinoxaline-5-carbonitrile